(R)-2-(1-cyclopropyl-2-hydroxy-2-methylpropyl)-7-(1,3-dimethyl-1H-indazol-5-yl)isoindolin-1-one C1(CC1)[C@H](C(C)(C)O)N1C(C2=C(C=CC=C2C1)C=1C=C2C(=NN(C2=CC1)C)C)=O